CC(C)(C)OOC1(CCCCC1)OOC(C)(C)C cyclohexylidenebis[tert-butyl] peroxide